FC1=CC(=CC=2NC(=NC21)C)F 4,6-difluoro-2-methyl-1H-benzimidazol